ClC1=C2C(=[N+](C=C1)[O-])NC=C2 4-chloro-1H-pyrrolo[2,3-b]pyridine 7-oxide